4-Cyclopropyl-2-(4-fluoro-2-methylphenoxy)-N-(4-fluoro-3-hydroxyphenyl)-5-(trifluoromethyl)benzamide C1(CC1)C1=CC(=C(C(=O)NC2=CC(=C(C=C2)F)O)C=C1C(F)(F)F)OC1=C(C=C(C=C1)F)C